(R,S)-6-[1-(2-azido-1-phenylethyl)-1H-pyrazol-4-yl]-5-(p-chlorophenyl)-4-pyrimidinylamine N(=[N+]=[N-])C[C@@H](C1=CC=CC=C1)N1N=CC(=C1)C1=C(C(=NC=N1)N)C1=CC=C(C=C1)Cl